C(C)(C)(C)C=1C=C2C=C(CC2=C(C1OC)C1=CC(=C(C(=C1)C(C)(C)C)OC)C(C)(C)C)C 5-Tert-butyl-7-(3,5-di-tert-butyl-4-methoxyphenyl)-6-methoxy-2-methylindene